(difluoromethyl)-5-fluoropyridin FC(F)C1=NC=C(C=C1)F